CC1=NC=C(C=N1)[C@@H](CC(=O)OC(C)(C)C)N1N=C(C=C1)CCC[C@@H]1NC2=NC=CC=C2CC1 Tert-butyl (R)-3-(2-methylpyrimidin-5-yl)-3-(3-(3-((S)-1,2,3,4-tetrahydro-1,8-naphthyridin-2-yl)propyl)-1H-pyrazol-1-yl)propanoate